C(C)N(CC)CC.OC(CS(=O)(=O)O)CO 2,3-dihydroxypropanesulfonic acid triethylamine salt